F[C@@H]1[C@@H](C[C@]2(C=C[C@@H]1N2)C)N(C2=CC=C(N=N2)C2=C(C=C(C=C2)C2=CC(=NC=C2)OC)O)C 2-(6-(((1S,3R,4S,5S)-4-fluoro-1-methyl-8-azabicyclo[3.2.1]oct-6-en-3-yl)(methyl)amino)pyridazin-3-yl)-5-(2-methoxypyridin-4-yl)phenol